N1C=CC=2C1=NC=C(C2)OC2=C(C(=O)O)C=CC(=C2)N2CCN(CC2)CC2=C(CC(CC2)(C)C)C21CC(C2)(C1)F 2-((1H-pyrrolo[2,3-b]pyridin-5-yl)oxy)-4-(4-((2-(3-fluorobicyclo[1.1.1]pentan-1-yl)-4,4-dimethylcyclohex-1-en-1-yl)methyl)piperazin-1-yl)benzoic acid